COC(=O)C1(CCC(CC1)C1=NC(=CC(=N1)C)OS(=O)(=O)C)OC.FCCCCPCCCCF di-(4-fluoro-butyl)phosphine methyl-(1s,4s)-1-methoxy-4-(4-methyl-6-((methylsulfonyl)oxy)pyrimidin-2-yl)cyclohexane-1-carboxylate